FC=1C=C(CNCCCCOCCNC=2C3=C(N=C(C2)C2=CC=NC=C2)NN=C3)C=C(C1OC(F)(F)F)F N-(2-(4-((3,5-difluoro-4-(trifluoromethoxy)benzyl)amino)butoxy)ethyl)-6-(pyridin-4-yl)-1H-pyrazolo[3,4-b]pyridin-4-amine